C1(CC1)C=1C(=CC(N2C(=C(SC12)C1=CC=C(C=C1)OCCCCC)C(=O)O)=O)CC1=CC=CC2=CC=CC=C12 5-cyclopropyl-4-[(1-naphthyl)methyl]-2-oxo-8-[p-(pentyloxy)phenyl]-7-thia-1-azabicyclo[4.3.0]non-3,5,8-triene-9-carboxylic acid